N-cyano-2-(4-bromophenyl)benzimidazole C(#N)N1C(=NC2=C1C=CC=C2)C2=CC=C(C=C2)Br